3-(BUT-3-ENYLOXY)-4-METHOXYPHENYLBORONIC ACID C(CC=C)OC=1C=C(C=CC1OC)B(O)O